3-(3-hydroxy-3-methyl-butyl)-5-nitro-1-(oxetan-3-ylmethyl)benzimidazol-2-one OC(CCN1C(N(C2=C1C=C(C=C2)[N+](=O)[O-])CC2COC2)=O)(C)C